O=C1NC(CCC1N1C(C2=CC=C(C=C2C1=O)N1CCC(CC1)CN1CCN(CC1)C[C@H]1CN(CC1)C1=NC=NC(=C1)C1=NNC2=CC=C(C=C12)OC1(CC1)C)=O)=O 2-(2,6-dioxo-3-piperidyl)-5-[4-[[4-[[(3S)-1-[6-[5-(1-methylcyclopropoxy)-1H-indazol-3-yl]pyrimidin-4-yl]pyrrolidin-3-yl]methyl]piperazin-1-yl]methyl]-1-piperidyl]isoindoline-1,3-dione